1-(5-(8-chloro-1-methyl-1H-imidazo[4,5-f]isoquinolin-4-yl)-4-methylpyridin-2-yl)propan-1-one ClC=1N=CC2=CC(=C3C(=C2C1)N(C=N3)C)C=3C(=CC(=NC3)C(CC)=O)C